C(C1=CC=CC=C1)OC(=O)N[C@@H](C(C)C)C(=O)N[C@@H](CCCNC(N)=O)C(=O)O N-[(Benzyloxy)carbonyl]-L-valyl-N5-carbamoyl-L-ornithin